FC=1C=C(C=CC1F)NC(=O)N1CC=2N(C[C@@H]1C)N=NC2C=O (S)-N-(3,4-difluorophenyl)-3-formyl-6-methyl-6,7-dihydro-[1,2,3]triazolo[1,5-a]pyrazine-5(4H)-carboxamide